ammonium palmitate salt C(CCCCCCCCCCCCCCC)(=O)[O-].[NH4+]